C(C)OC(CCCC(C)(C1=CC=C(C=C1)B1OC(C(O1)(C)C)(C)C)C)=O 5-methyl-5-[4-(4,4,5,5-tetramethyl-[1,3,2]dioxaborolan-2-yl)-phenyl]-hexanoic acid ethyl ester